(4-{1-methyl-5-[(3R)-3-methylmorpholin-4-yl]-3-(1H-pyrazol-3-yl)-1H-pyrazolo[4,3-b]pyridin-7-yl}phenyl)-lambda6-sulfanone CN1N=C(C2=NC(=CC(=C21)C2=CC=C(C=C2)[SH3]=O)N2[C@@H](COCC2)C)C2=NNC=C2